OC1=CC=C(C=C1)C(\C=C\C1=CC(=C(C=C1)OCC1=CC(=CC=C1)C(F)(F)F)OC)=O (E)-1-(4-Hydroxyphenyl)-3-[3-methoxy-4-[[3-(trifluoromethyl)phenyl]methoxy]phenyl]prop-2-en-1-one